[I-].FC(C(=C(F)F)F)([N+](C(F)(F)F)(C(F)(F)F)C(C(C(C(C(C(C(C(F)(F)F)(F)F)(F)F)(F)F)(F)F)(F)F)(F)F)(F)F)F perfluorooctyl-dimethyl-allyl-ammonium iodide